4-((2,2-Dimethyl-4-oxo-3,8,11,14,17,20-hexaoxa-5-azadocosan-22-yl)amino)-2-methylbenzoic acid CC(C)(OC(NCCOCCOCCOCCOCCOCCNC1=CC(=C(C(=O)O)C=C1)C)=O)C